[O-2].[Al+].[Al+] Aluminum (I) oxide